1-cyclohexyl-5-(trifluoromethyl)-1H-pyrazole-4-carboxylic acid C1(CCCCC1)N1N=CC(=C1C(F)(F)F)C(=O)O